C1(CC1)C([C@@H](C(=O)NC=1C=NN(C1)C(CO[Si](C(C)C)(C(C)C)C(C)C)C=1C(=NC=C(C1)F)OC)NC(=O)C1=NON=C1C)C1CC1 N-[(1S)-1-(dicyclopropylmethyl)-2-[[1-[1-(5-fluoro-2-methoxy-3-pyridyl)-2-triisopropylsilyloxy-ethyl]pyrazol-4-yl]amino]-2-oxo-ethyl]-4-methyl-1,2,5-oxadiazole-3-carboxamide